zinc melissate C(CCCCCCCCCCCCCCCCCCCCCCCCCCCCC)(=O)[O-].[Zn+2].C(CCCCCCCCCCCCCCCCCCCCCCCCCCCCC)(=O)[O-]